C(C1=CC=CC=C1)SC=1C=2N(C=CC1)C(=NC2)C(C)(C)NC(OC(C)(C)C)=O Tert-Butyl (2-(8-(Benzylthio)Imidazo[1,5-a]Pyridin-3-yl)Propan-2-yl)Carbamate